FC1=C(C=C(C=C1)F)C1=NN=C(C2=CC=CC=C12)NC1C[C@@H]2[C@@H](CN(C2)C([2H])([2H])C2CCOCC2)C1 4-(2,5-difluorophenyl)-N-((3aR,5s,6aS)-2-((tetrahydro-2H-pyran-4-yl)methyl-d2)octahydrocyclopenta[c]pyrrol-5-yl)phthalazin-1-amine